N-(2-(4-benzylpiperidin-1-yl)ethyl)-5,6-dihydroxy-1H-indol-2-carboxamide C(C1=CC=CC=C1)C1CCN(CC1)CCNC(=O)C=1NC2=CC(=C(C=C2C1)O)O